C(#N)C1=CC2=C(N=C(S2)COC2=CC=CC(=N2)C2CCN(CC2)CC2=NC3=C(N2CC2=CN=NN2CC)C=C(C=C3)C(=O)O)C(=C1)F 2-((4-(6-((6-cyano-4-fluorobenzo[d]thiazol-2-yl)methoxy)pyridin-2-yl)piperidin-1-yl)methyl)-1-((1-ethyl-1H-1,2,3-triazol-5-yl)methyl)-1H-benzo[d]imidazole-6-carboxylic acid